Ethyl 6-(benzylthio)-8-chloro-[1,2,4]triazolo[4,3-a]pyridine-3-carboxylate C(C1=CC=CC=C1)SC=1C=C(C=2N(C1)C(=NN2)C(=O)OCC)Cl